N-[(1S)-2-[4-(3,5-dimethyl-1H-pyrazol-4-yl)anilino]-1-(4-methylcyclohexyl)-2-oxo-ethyl]-2-(3-methylsulfinylpropyl)pyrazole-3-carboxamide CC1=NNC(=C1C1=CC=C(NC([C@H](C2CCC(CC2)C)NC(=O)C=2N(N=CC2)CCCS(=O)C)=O)C=C1)C